(S)-1-Benzyl-4-(1-((4-fluorophenyl)sulfonyl)pyrrolidin-2-yl)-1H-1,2,3-triazole C(C1=CC=CC=C1)N1N=NC(=C1)[C@H]1N(CCC1)S(=O)(=O)C1=CC=C(C=C1)F